FC(C(=O)NC1=C2C(NC(C2=CC=C1)=O)(C1=C(C=CC=C1)C)C)(F)F 2,2,2-trifluoro-N-(3-methyl-1-oxo-3-(o-tolyl)isoindolin-4-yl)acetamide